C[C@@H]1N(CC[C@@H](C1)C)CC=1NC2=CC(=CC=C2C1)CNC(=O)C=1N=C2N(C(C1)=O)C=CC=C2 N-((2-(((2S,4S)-2,4-dimethylpiperidin-1-yl)methyl)-1H-indol-6-yl)methyl)-4-oxo-4H-pyrido[1,2-a]pyrimidine-2-carboxamide